5-[4-({4'-fluoro-[1,1'-biphenyl]-2-yl}amino)phenyl]-1,3,4-thiadiazol-2-amine FC1=CC=C(C=C1)C1=C(C=CC=C1)NC1=CC=C(C=C1)C1=NN=C(S1)N